N-(2-amino-ethyl)-3-aminopropyltriethoxysilane NCCNCCC[Si](OCC)(OCC)OCC